C[C@@](C(=O)O)(CC)N (S)-methyl-2-aminobutyric acid